propylene glycol monomethyl ether acetate C(C)(=O)OC(COC)C